[Na].[Na].[C@@H]1([C@H](O)[C@H](O)[C@@H](COP(=O)(O)O)O1)N1C=NC=2C(=O)NC(N)=NC12 5'-guanylic acid disodium